FC12CC(C1)(C2)NC(=O)NCC2=CC(=CC=C2)OCC(F)(F)F 1-(3-Fluoro-bicyclo[1.1.1]pent-1-yl)-3-[3-(2,2,2-trifluoro-ethoxy)-benzyl]-urea